di(tridecyl)pentaerythritol diphosphate OP(O)(=O)OP(=O)(O)O.C(CCCCCCCCCCCC)C(O)(C(CO)(CO)CO)CCCCCCCCCCCCC